CC1([C@H]2CN([C@@H]([C@@H]12)C(=O)N[C@@H](C[C@H]1C(NCC1)=O)C(COC(F)(F)F)=O)C(=O)[C@@H]1OCCC1)C (1R,2S,5S)-6,6-dimethyl-N-((S)-3-oxo-1-((S)-2-oxopyrrolidin-3-yl)-4-(trifluoromethoxy)butan-2-yl)-3-((R)-tetrahydrofuran-2-carbonyl)-3-azabicyclo[3.1.0]hexane-2-carboxamide